ClC1=C(C=CC=C1)C=1N=C(SC1)NC(=O)C=1C=NC(=NC1)N1CCOCC1 N-[4-(2-chlorophenyl)thiazol-2-yl]-2-morpholino-pyrimidine-5-carboxamide